OCC1CCC(O1)C=O 5-hydroxymethyl-tetrahydrofuranformaldehyde